(4aR,5aR)-2-(5-Fluoropyridin-2-yl)-3-(6-methyl-1-((2-(trimethylsilyl)ethoxy)methyl)-1H-pyrazolo[3,4-b]pyridin-4-yl)-4,4a,5,5a-tetrahydrocyclopropa[4,5]pyrrolo[1,2-b]pyrazole FC=1C=CC(=NC1)C=1C(=C2N(N1)[C@H]1[C@@H](C2)C1)C1=C2C(=NC(=C1)C)N(N=C2)COCC[Si](C)(C)C